N1(CCOCC1)CC1=CC=C(C=C1)C#CC1=C(C(=O)N)C=CC=C1 {[4-(morpholin-4-ylmethyl)phenyl]ethynyl}benzamide